4-(hydroxyamino)-3-(4-methanesulfonylphenyl)-4-methyl-1-(piperidin-4-yl)-4,5-dihydro-1H-pyrazol-5-one ONC1(C(=NN(C1=O)C1CCNCC1)C1=CC=C(C=C1)S(=O)(=O)C)C